(R)-7-(1-(2-hydroxyethyl)-1H-pyrazol-4-yl)-N-(2-methyl-5-(2-(2-methylpiperidin-1-yl)acetamido)pyridin-3-yl)-[1,2,4]triazolo[4,3-a]pyridine-3-carboxamide OCCN1N=CC(=C1)C1=CC=2N(C=C1)C(=NN2)C(=O)NC=2C(=NC=C(C2)NC(CN2[C@@H](CCCC2)C)=O)C